C(CCCC\C=C\CCCCCCCCCCC)=O (E)-6-Octadecenal